FC(C1(CC1)C#CC1=C2CCC=NC2=CC=C1)(F)F 5-((1-(trifluoromethyl)cyclopropyl)ethynyl)-3,4-dihydroquinolin